C(CCCC)C1C(O1)/C=C/C=O (2E)-3-(3-pentyl-2-oxiranyl)acrolein